(4-{[2-(4-chlorophenyl)imidazo[1,2-a]pyridin-3-yl]methyl}piperazin-1-yl)[6-(tetrahydro-2H-pyran-4-yloxy)pyridin-2-yl]methanone ClC1=CC=C(C=C1)C=1N=C2N(C=CC=C2)C1CN1CCN(CC1)C(=O)C1=NC(=CC=C1)OC1CCOCC1